FC(C1=CC=2N(C=C1)N=CC2C(=O)OCC)F ethyl 5-(difluoromethyl)pyrazolo[1,5-a]pyridine-3-carboxylate